C(CCC)C1=C(C=C(C=2C(C3=CC=CC=C3C(C12)=O)=O)CCCC)N 1,4-di-n-butyl-aminoanthraquinone